FC(C1=C(C=CC(=C1)C(F)(F)F)N1N=C(C(=C1)NC(C=CC=1OC=CC1)=O)C)(F)F N-(1-(2,4-bis(trifluoromethyl)phenyl)-3-methyl-1H-pyrazol-4-yl)-3-(furan-2-yl)acrylamide